Di-methyl-proline C[C@@]1(N(CCC1)C)C(=O)O